3,5-bis[(methoxy)oxy]-4-isopropylbenzyl alcohol COOC=1C=C(CO)C=C(C1C(C)C)OOC